C(#N)C1=CN=CO1 5-cyanooxazole